ClC1=C(C=CC=C1)P(C1=CC=CC=C1)C1=CC=CC=C1 chloro(triphenylphosphine)